COC1=CC=C(CN2C(N(CCC2=O)C2=CN=CC3=C(C=CC=C23)C2CCN(CC2)C(=O)OC(C)(C)C)=O)C=C1 tert-butyl 4-(4-(3-(4-methoxybenzyl)-2,4-dioxotetrahydropyrimidin-1(2H)-yl)isoquinolin-8-yl)piperidine-1-carboxylate